FC1=C2C(=CNC2=CC(=C1)F)C(C(=O)Cl)=O 2-(4,6-difluoro-1H-indol-3-yl)-2-oxoacetyl chloride